methyl 4-hydroxy-1,5-dimethyl-2-oxo-6,7-dihydro-5H-cyclopenta[b]pyridine-3-carboxylate OC=1C2=C(N(C(C1C(=O)OC)=O)C)CCC2C